(R)-(3-aminopiperidin-1-yl)(2-(1-(pyrimidin-2-ylmethyl)-1H-indol-2-yl)-3,4-dihydro-5-oxa-1,2a-diazaacenaphthylen-7-yl)methanone N[C@H]1CN(CCC1)C(=O)C=1C=C2OCCN3C(=NC(C1)=C32)C=3N(C2=CC=CC=C2C3)CC3=NC=CC=N3